C(C)(C)NC1=C(C#N)C=CC=C1 2-(isopropyl-amino)benzonitrile